C12CN(CC(CC1)O2)C(=O)N2CC1=C(C=C(C=C1CC2)B2OC(C(O2)(C)C)(C)C)[C@H]2NCCOC2 (3R)-3-(2-(8-oxa-3-azabicyclo[3.2.1]octane-3-carbonyl)-6-(4,4,5,5-tetramethyl-1,3,2-dioxaborolan-2-yl)-1,2,3,4-tetrahydroisoquinolin-8-yl)morpholine